(E)-N-(1-Methyl-3-(2-(thiophen-2-yl)vinyl)-1H-pyrrolo[2,3-b]pyridin-5-yl)acrylamide CN1C=C(C=2C1=NC=C(C2)NC(C=C)=O)\C=C\C=2SC=CC2